tert-butyl N-[(3R)-1-[5-[(7-fluoro-2,8-dimethyl-imidazo[1,2-a]pyridin-6-yl)carbamoyl]pyrazin-2-yl]pyrrolidin-3-yl]-N-methyl-carbamate FC1=C(C=2N(C=C1NC(=O)C=1N=CC(=NC1)N1C[C@@H](CC1)N(C(OC(C)(C)C)=O)C)C=C(N2)C)C